2-(2,5-dimethoxy-4-methylphenyl)-2-methoxyethanamine COC1=C(C=C(C(=C1)C)OC)C(CN)OC